4-[3'-hydroxy-2'-(2-methyl-propenyl)-biphenyl-4-yloxy]-butyric acid ethyl ester C(C)OC(CCCOC1=CC=C(C=C1)C1=C(C(=CC=C1)O)C=C(C)C)=O